NC1=C(C=C(C(=C1Cl)N1CCC(CC1)(F)F)Cl)NC(CC1=CC=C(C=C1)S(=O)(=O)CC1CC1)=O N-(2-amino-3,5-dichloro-4-(4,4-difluoropiperidin-1-yl)phenyl)-2-(4-(cyclopropylmethylsulfonyl)phenyl)acetamide